1-[3-(acetoxyl)propyl]-5-[(2R)-2-hydroxypropyl]-indoline O(C(=O)C)CCCN1CCC2=CC(=CC=C12)C[C@@H](C)O